(3s,7r,8ar)-7-(3-chloro-2-fluoro-6-(1H-tetrazol-1-yl)phenyl)-3-(5-(3-fluoro-2-(hydroxymethyl)pyridin-4-yl)-1H-imidazol-2-yl)indolizin-5(1H)-one ClC=1C(=C(C(=CC1)N1N=NN=C1)C1=CC(N2C(=CCC2=C1)C=1NC(=CN1)C1=C(C(=NC=C1)CO)F)=O)F